4-ethynyl-phenylpentyl-dicyclohexyl-methanol C(#C)C1=CC=C(C=C1)CCCCCC(O)(C1CCCCC1)C1CCCCC1